(Z)-2-cyano-3-hydroxy-N-(5-((2-methoxyethyl)sulfonyl)pyrimidin-2-yl)-3-(5-methylisoxazol-4-yl)acrylamide C(#N)/C(/C(=O)NC1=NC=C(C=N1)S(=O)(=O)CCOC)=C(\C=1C=NOC1C)/O